NC1=NC(=CC2=C1NC(N2CC2=CC=C(CN1CCC(CC1)CCNC(C1=CC=C(C=C1)CCNC(CON)=O)=O)C=C2)=O)OCCCC N-(2-(1-(4-((4-amino-6-butoxy-2-oxo-2,3-dihydro-1H-imidazo[4,5-c]pyridin-1-yl)methyl)benzyl)piperidin-4-yl)ethyl)-4-(2-(2-(aminooxy)acetamido)ethyl)benzamide